COC(=O)C1=C(C2=C(N=C(N2C[C@H]2OCC2)CN2CCC=3C=C(C(=NC3C2)O)Cl)C=C1)F 2-[(3-chloro-2-hydroxy-6,8-dihydro-5H-1,7-naphthyridin-7-yl)methyl]-4-fluoro-3-[(2S)-oxetan-2-ylmethyl]-1,3-benzodiazole-5-carboxylic acid methyl ester